CC(C)C(C#N)C1=CC=C(C=C1)C1=CC=CC=C1 alpha-(1-methylethyl)[1,1'-biphenyl]-4-acetonitrile